C(N)(=O)C=1C(=NN(C1)C1(C(CN(CC1)CC=1C(=NC(=CC1)C1=COC=C1)F)F)CC#N)NC(OC)=O.NCCC[Si](O[Si](CCCN)(C)C)(C)C E-1,3-bis(3-aminopropyl) tetramethyl disiloxane methyl N-[4-carbamoyl-1-[4-(cyanomethyl)-3-fluoro-1-[[2-fluoro-6-(3-furyl)-3-pyridyl]methyl]-4-piperidyl]pyrazol-3-yl]carbamate